C(C)(=O)C=1C(OC2=C(C1N1CCOCC1)C=CC(=C2)NC2=NC=CC(=N2)C2=CC=CC=1C=COC12)=O 3-acetyl-7-((4-(benzofuran-7-yl)pyrimidin-2-yl)amino)-4-morpholino-2H-benzopyran-2-one